C(C)OC1(CN(C1)C=1C2=C(C(=NC1)OC)N=C(S2)NC(=O)N2CC1(CCOC1)CC2)C 2-Oxa-7-aza-spiro[4.4]nonane-7-carboxylic acid [7-(3-ethoxy-3-methyl-azetidin-1-yl)-4-methoxy-thiazolo[4,5-c]pyridin-2-yl]-amide